1-((9H-fluoren-9-yl)methyl) 2-methyl (R)-aziridine-1,2-dicarboxylate [N@@]1(C(C1)C(=O)OC)C(=O)OCC1C2=CC=CC=C2C=2C=CC=CC12